C(#N)C1=CNC2=C(C=CC(=C12)C)NS(=O)(=O)C=1C=NN(C1)CC(=O)NC1CC(C1)(F)F 2-[4-[(3-Cyano-4-methyl-1H-indol-7-yl)sulfamoyl]pyrazol-1-yl]-N-(3,3-difluorocyclobutyl)acetamid